FC=1C(=NC(=CC1C(F)(F)F)N1C[C@H](OCC1)C)N1C(N(C=C1)CC=1C=NN(C1)C(C)C)=O 1-{3-fluoro-6-[(2R)-2-methylmorpholin-4-yl]-4-(trifluoromethyl)pyridin-2-yl}-3-{[1-(propan-2-yl)-1H-pyrazol-4-yl]methyl}-1,3-dihydro-2H-imidazol-2-one